(2S,5S)-5-{(2S,3S)-2-[2-(2-Fluoro-ethoxy)-acetylamino]-3-methyl-pentanoylamino}-4-oxo-1,2,4,5,6,7-hexahydro-azepino[3,2,1-hi]indole-2-carboxylic acid 3,5-dichloro-benzylamide ClC=1C=C(CNC(=O)[C@H]2N3C4=C(C=CC=C4C2)CC[C@@H](C3=O)NC([C@H]([C@H](CC)C)NC(COCCF)=O)=O)C=C(C1)Cl